titanium(iv) t-butoxide CC(C)(C)[O-].[Ti+4].CC(C)(C)[O-].CC(C)(C)[O-].CC(C)(C)[O-]